OCCCC(C=1N=NNC1)N(C(CCCO)C=1N=NNC1)C(CCCO)C=1N=NNC1 tris(3-hydroxypropyl-triazolylmethyl)amine